O1CCOC2=C1C=CC=C2C2=CC=C(C(=N2)OC)NC2CCN(CC2)C(C)=O 1-{4-[6-(2,3-Dihydro-benzo[1,4]dioxin-5-yl)-2-methoxy-pyridin-3-ylamino]-piperidin-1-yl}-ethanone